1,3-bis[3-(1-methylpropoxy)propyl]imidazolium CC(CC)OCCCN1C=[N+](C=C1)CCCOC(CC)C